4-(2-(6-(2,6-dichloro-4-methylphenyl)-4-methyl-1,1-dioxido-1,2,6-thiadiazinan-2-yl)acetamido)adamantane-1-carboxamide ClC1=C(C(=CC(=C1)C)Cl)N1CC(CN(S1(=O)=O)CC(=O)NC1C2CC3(CC(CC1C3)C2)C(=O)N)C